[N+](=O)([O-])C=1C=C(C=C2C=C(NC12)C1=CC=CC=C1)COCCNS(=O)(=O)C N-(2-((7-nitro-2-phenyl-1H-indol-5-yl)methoxy)ethyl)methanesulfonamide